N-(3-cyano-4-fluoro-phenyl)-1,3,5-trimethyl-4-[2-[[1-methyl-1-(1H-pyrazol-3-yl)ethyl]amino]-2-oxo-acetyl]pyrrole-2-carboxamide C(#N)C=1C=C(C=CC1F)NC(=O)C=1N(C(=C(C1C)C(C(=O)NC(C)(C1=NNC=C1)C)=O)C)C